FC(C=1C=NC(=NC1)N1CC2(CN(C2)C(=O)OC(C)(C)C)C1)(F)F tert-butyl 6-(5-(trifluoromethyl)pyrimidin-2-yl)-2,6-diazaspiro[3.3]heptane-2-carboxylate